[5-[4-[(9-tert-butyl-2-fluoro-purin-6-yl)amino]-3-methoxy-pyrazol-1-yl]pentyl]carbamic acid tert-butyl ester C(C)(C)(C)OC(NCCCCCN1N=C(C(=C1)NC1=C2N=CN(C2=NC(=N1)F)C(C)(C)C)OC)=O